4-trifluoromethyl-benzyl-amine FC(C1=CC=C(CN)C=C1)(F)F